9,10-bis(2,4-dimethylbenzyloxy)anthracene CC1=C(COC=2C3=CC=CC=C3C(=C3C=CC=CC23)OCC2=C(C=C(C=C2)C)C)C=CC(=C1)C